2-((1s,4R)-4-hydroxy-4-phenylcyclohexylamino)-4-((1S,2S)-2-hydroxycyclopentylamino)pyrimidine-5-carboxamide OC1(CCC(CC1)NC1=NC=C(C(=N1)N[C@@H]1[C@H](CCC1)O)C(=O)N)C1=CC=CC=C1